C(CCC)C1=NC2(C(N1CC1=CC(=C(C=C1)C1=C(C=CC=C1)S(=O)(=O)NC1=C(C(=NO1)CC)Cl)COCC)=O)CCCC2 2-[4-[(2-Butyl-4-oxo-1,3-diazaspiro[4.4]non-1-en-3-yl)methyl]-2-(ethoxymethyl)Phenyl]-N-(4-chloro-3-ethyl-isoxazol-5-yl)benzenesulfonamide